5-(8-fluoro-3-methylimidazo[1,2-a]pyridin-6-yl)-2-isobutyl-7H-pyrrolo[2,3-d]pyrimidine FC=1C=2N(C=C(C1)C1=CNC=3N=C(N=CC31)CC(C)C)C(=CN2)C